C(#N)C=1N=C2N(C=C(C=C2)NC(C(F)(F)F)=O)C1 N-(2-cyanoimidazo[1,2-a]pyridin-6-yl)-2,2,2-trifluoroacetamide